2-methyl-1-(4-methylthiophenyl)-2-morpholinyl-propan-1-one CC(C(=O)C=1SC=C(C1)C)(C)N1CCOCC1